NC=1C(=C(C=C2C=C(N=CC12)NC(=O)[C@@H]1[C@H]([C@H]1C=1C=NN(C1)C)CC)C=1C=NC=C(C1C)N)F (1R,2S,3R)-N-(8-amino-6-(5-amino-4-methylpyridin-3-yl)-7-fluoroisoquinolin-3-yl)-2-ethyl-3-(1-methyl-1H-pyrazol-4-yl)cyclopropane-1-carboxamide